C(#C)C1(CC1)NC=1C2=C(N(C(N1)=O)C=1C=NC=CC1)C=C(C=N2)C(F)(F)F 4-((1-ethynylcyclopropyl)amino)-1-(pyridin-3-yl)-7-(trifluoromethyl)pyrido[3,2-d]pyrimidin-2(1H)-one